5-(pyrimidine-4-yl)-2-(pyrrolidine-1-yl)nicotinonitrile N1=CN=C(C=C1)C=1C=NC(=C(C#N)C1)N1CCCC1